Sulfate Sodium [Na+].S(=O)(=O)([O-])[O-].[Na+]